O=C1NC2(CN(C2)C(=O)N2CC3(CN(C3)S(=O)(=O)NCC3(CC3)C(F)(F)F)C2)CO1 6-(6-oxo-7-oxa-2,5-diazaspiro[3.4]octane-2-carbonyl)-N-[[1-(trifluoromethyl)cyclopropyl]methyl]-2,6-diazaspiro[3.3]heptane-2-sulfonamide